N-(cyclopropylsulfonyl)-3-((2,6-dibromobenzyl)oxy)-4-methylbenzamide C1(CC1)S(=O)(=O)NC(C1=CC(=C(C=C1)C)OCC1=C(C=CC=C1Br)Br)=O